C(C)(C)(C)C=1C=CC(=C(C1)S(=O)(=O)NC(=O)C1=CC=C2C(=CC=NC2=C1)N1N=CC=C1)OC N-((5-(tert-butyl)-2-methoxyphenyl)sulfonyl)-4-(1H-pyrazol-1-yl)-quinoline-7-carboxamide